5-Amino-4-chloro-2-methylphenol NC=1C(=CC(=C(C1)O)C)Cl